4-(2,3,6-Trifluoro-4-nitro-phenyl)morpholine di-tert-butyl-((4S,5S)-4-hydroxy-6-oxo-6-(((s)-1-oxopropan-2-yl)amino)hexane-1,5-diyl)dicarbamate C(C)(C)(C)N(C(O)=O)CCC[C@@H]([C@@H](C(N[C@H](C=O)C)=O)N(C(O)=O)C(C)(C)C)O.FC1=C(C(=CC(=C1F)[N+](=O)[O-])F)N1CCOCC1